2-((S)-1-(2-cyclopropylideneacetyl)-4-((S)-2-(((S)-1-methylpyrrolidin-2-yl)methoxy)-7-(naphthalen-1-yl)-5,6,7,8-tetrahydroquinazolin-4-yl)piperazin-2-yl)acetonitrile formate C(=O)O.C1(CC1)=CC(=O)N1[C@H](CN(CC1)C1=NC(=NC=2C[C@H](CCC12)C1=CC=CC2=CC=CC=C12)OC[C@H]1N(CCC1)C)CC#N